3-(((1R,3R)-3-hydroxy-3-methylcyclohexyl)amino)-6-(4-hydroxybenzo[b]thiophen-5-yl)-4-methyl-1,2,4-triazine-5(4H)-one O[C@]1(C[C@@H](CCC1)NC1=NN=C(C(N1C)=O)C1=C(C2=C(SC=C2)C=C1)O)C